CC1(COB(OC1)C1=C(C=C(C=C1C)NC1=NC=C(C(=N1)NC(CC)CC)C)C(C)=O)C 1-[2-(5,5-dimethyl-1,3,2-dioxaborinan-2-yl)-5-[[4-(1-ethylpropylamino)-5-methyl-pyrimidin-2-yl]amino]-3-methyl-phenyl]ethanone